ClC1=C(C=CC=C1)P1(OCC(NC1(C)C)(C)C)=O 2-(2-Chlorophenyl)-2-oxo-3,3,5,5-tetramethyl-[1,4,2]-oxazaphosphinane